C1(NCC2=CC=CC=C12)C(=O)[O-] isoindolineAt